CN1CCN(CC1)CC12CC(C1)(C2)C(=O)N 3-[(4-methylpiperazin-1-yl)methyl]bicyclo[1.1.1]pentane-1-carboxamide